tert-butyl ((1S,3S)-3-((6-bromo-3-(3-fluoro-5-methylphenyl)quinolin-4-yl)oxy)cyclopentyl)carbamate BrC=1C=C2C(=C(C=NC2=CC1)C1=CC(=CC(=C1)C)F)O[C@@H]1C[C@H](CC1)NC(OC(C)(C)C)=O